1-allyl-6-chloro-3-(4-fluorobutyl)-8-nitro-3,4-dihydro-1H-benzo[c][1,2,6]thiadiazine 2,2-dioxide C(C=C)N1S(N(CC2=C1C(=CC(=C2)Cl)[N+](=O)[O-])CCCCF)(=O)=O